COCCCCNCC(COC1=CC=CC=C1)O ((4-methoxybutyl)amino)-3-phenoxypropan-2-ol